C(=O)C1=C(C=C(C=C1CCCCC)C(C(=O)[O-])C1=CC=C(C=C1)N1C(C2=CC(=C3C=4C2=C(C1=O)C=C(C4OC4=CC=CC=C43)C4=CC(=CC(=C4)C(F)(F)F)C(F)(F)F)C4=CC(=CC(=C4)C(F)(F)F)C(F)(F)F)=O)CCCCC 4-Formyl-3,5-dipentylphenyl-2-(4-(5,11-bis(3,5-bis(trifluoromethyl)phenyl)-1,3-dioxo-1H-xantheno[2,1,9-def]isoquinolin-2(3H)-yl)phenyl)acetate